ClC=1C=C(C=2N(N1)C=C(N2)C2=C(C=CC=C2)C(F)(F)F)C2CC2 6-chloro-8-cyclopropyl-2-(2-(trifluoromethyl)phenyl)imidazo[1,2-b]pyridazine